(5R)-1-[(4-nitrophenyl)methyl]-5-(pyridin-3-yl)pyrrolidin-2-one [N+](=O)([O-])C1=CC=C(C=C1)CN1C(CC[C@@H]1C=1C=NC=CC1)=O